3-{6-[3-(difluoromethyl)-4-fluorophenoxy]pyridin-2-yl}-2-fluorophenol FC(C=1C=C(OC2=CC=CC(=N2)C=2C(=C(C=CC2)O)F)C=CC1F)F